Cl.N1[C@@H](CCC1)C(=O)O L-proline hydrochloride